3-(2-Chlorophenyl)-N-(4-methyl-3-(pyridin-4-yl)-1H-pyrazol-5-yl)propanamide ClC1=C(C=CC=C1)CCC(=O)NC1=C(C(=NN1)C1=CC=NC=C1)C